t-butyl peroxy-n-octanoate C(CCCCCCC)(=O)OOC(C)(C)C